C1=CC=CC=2C3=CC=CC=C3C(C12)COC(=O)N[C@@H](CCSC)C(=O)OC(CCCCCCC\C=C/CCCCCCCC)CCCCCCCC\C=C/CCCCCCCC (9Z,27Z)-hexatriaconta-9,27-dien-18-yl (((9H-fluoren-9-yl)methoxy)carbonyl)methioninate